2-(4-(2-acetyl-5-chlorophenyl)-5-methoxy-2-oxopyridin-1(2H)-yl)-3-(4-nitrophenyl)propionic acid tert-butyl ester C(C)(C)(C)OC(C(CC1=CC=C(C=C1)[N+](=O)[O-])N1C(C=C(C(=C1)OC)C1=C(C=CC(=C1)Cl)C(C)=O)=O)=O